OC1CCCCCC2=CC(=CC(=C2C(OC(CCC1)C)=O)O)O 7,15,17-trihydroxy-11-methyl-12-oxabicyclo[12.4.0]octadecan-1(18),14,16-trien-13-one